N-(6-(5-chloro-6-fluoro-7-(3-methylbutan-2-yl)-1H-indazol-4-yl)imidazo[1,2-a]pyrazin-2-yl)-2-fluorocyclopropane-1-carboxamide ClC=1C(=C2C=NNC2=C(C1F)C(C)C(C)C)C=1N=CC=2N(C1)C=C(N2)NC(=O)C2C(C2)F